9,9-dimethoxy-2-pivaloyloxynonane COC(CCCCCCC(C)OC(C(C)(C)C)=O)OC